BrC1=CC2=C(C(NN=C2)=O)N=C1 3-bromopyrido[2,3-d]pyridazin-8(7H)-one